C(=O)C=1C=C(C=CC1)/C=C/C(=O)OCC (E)-ethyl 3-(3-formylphenyl)acrylate